CC1(C2CC(C(C1)C2)(C)C)SCCC(=O)OCC(CCCC)CC 2-ethylhexyl 3-((2,5,5-trimethylbicyclo[2.2.1]heptan-2-yl)thio)propanoate